5-[4-amino-5-(trifluoromethyl)pyrrolo[2,1-f][1,2,4]triazin-7-yl]-N-[(3R,4S)-1-(3-bromopyridine-2-carbonyl)-4-fluoropyrrolidin-3-yl]-4-fluoro-2-methylbenzamide NC1=NC=NN2C1=C(C=C2C=2C(=CC(=C(C(=O)N[C@@H]1CN(C[C@@H]1F)C(=O)C1=NC=CC=C1Br)C2)C)F)C(F)(F)F